C(#N)[C@@H]1CN(CCN1CC=1C=NC=2C(=C(C(NC2C1)=O)C(F)(F)F)C)C=1C=CC(=NC1)C(=O)NC (S)-5-(3-cyano-4-((8-methyl-6-oxo-7-(trifluoromethyl)-5,6-dihydro-1,5-naphthyridin-3-yl)methyl)piperazin-1-yl)-N-methylpyridineamide